6-oxo-5-phenyl-2,3,5,6-tetrahydrofuro[3,2-c]pyridine-7-carboxylic acid O=C1C(=C2C(=CN1C1=CC=CC=C1)CCO2)C(=O)O